methyl (s)-4-(3-hydroxy-3-(methoxymethyl)pent-1-yn-1-yl)benzoate O[C@](C#CC1=CC=C(C(=O)OC)C=C1)(CC)COC